C(C)(C)(C)OC(N[C@@H](C(=O)NC=1C=C2CC(CC2=C(C1)F)C=O)COC(C)(C)C)=O N-[(1R)-1-(tert-Butoxymethyl)-2-[(7-fluoro-2-formyl-indan-5-yl)amino]-2-oxo-ethyl]carbamic acid tert-butyl ester